C(C1=CC=CC=C1)(C1=CC=CC=C1)(C1=CC=CC=C1)N1C=NC(=C1)C1=C(\C=C/2\C(C=3C=CC=NC3CC2)=O)C=CC=C1 (E)-6-(2-(1-trityl-1H-imidazol-4-yl)benzylidene)-7,8-dihydroquinolin-5(6H)-one